(S)-(1-tritylaziridin-2-yl)methanol C(C1=CC=CC=C1)(C1=CC=CC=C1)(C1=CC=CC=C1)[N@@]1C(C1)CO